19Z-docosahexaenoic acid C(C=CC=CC=CC=CC=CC=CCCCCCCCCC)(=O)O